C(C)OC(C(=O)N1CCC(CC1)OC1=CC=C(C=C1)C=1C=C2C(N(CC2=C(C1)F)C(C(NC=1SC=CN1)=O)C1=C2N(C=N1)CCC2)=O)=O 2-[4-[4-[2-[1-(6,7-dihydro-5H-pyrrolo[1,2-c]imidazol-1-yl)-2-oxo-2-(thiazol-2-ylamino)ethyl]-7-fluoro-3-oxo-isoindol-5-yl]phenoxy]-1-piperidinyl]-2-oxo-acetic acid ethyl ester